(S)-2-((S)-3-fluoropyrrolidine-1-carboxamido)-4-((2-methoxyethyl)(4-(5,6,7,8-tetrahydro-1,8-naphthyridin-2-yl)butyl)amino)butanoic acid F[C@@H]1CN(CC1)C(=O)N[C@H](C(=O)O)CCN(CCCCC1=NC=2NCCCC2C=C1)CCOC